C(C)(C)(C)N(C(O)=O)[C@@H]1CC[C@H](CC1)CCCCCO.C1(=CC=CC=C1)P(C1=C(SC=C1P(C1=CC=CC=C1)C1=CC=CC=C1)C(C)C)C1=CC=CC=C1 3,4-bis(diphenylphosphino)-2-isopropyl-thiophene tert-Butyl-(trans-4-(5-hydroxypentyl)cyclohexyl)carbamate